disilylether [SiH3]O[SiH3]